[N+](=O)([O-])C1=CC(=CC=2OCCNC21)C(=O)OC methyl 5-nitro-3,4-dihydro-2H-benzo[b][1,4]oxazine-7-carboxylate